CN1CC2CCCC(NC3NCCC(C4CCCC(OCCCCC1)C4)C3)N2 (16E)-14-methyl-20-oxa-5,7,14,26-tetraazatetracyclo[19.3.1.1(2,6).1(8,12)]heptacosan